(R)-3-(5H-imidazo[5,1-a]isoindol-5-yl)oxetan-3-ol C=1N=CN2C1C1=CC=CC=C1[C@@H]2C2(COC2)O